N-dodecyl-N-(2-hydroxy-3-(N,N-bis(2-cyanoethyl)amino)propyl)-N,N-diallylammonium chloride [Cl-].C(CCCCCCCCCCC)[N+](CC=C)(CC=C)CC(CN(CCC#N)CCC#N)O